[N+](=O)([O-])CC(C1=CC=CC=C1)C1=C(NC=2C=CC=C(C12)S(=O)(=O)F)C1=CC=CC=C1 3-(2-nitro-1-phenylethyl)-2-phenyl-1H-indole-4-sulfonyl fluoride